C(C)C1=C(CN2CC(CCC2)C(=O)O)C=CC(=C1)/C(/C)=N/OCC1=CC(=C(C=C1)C1=NC=C(N=C1)F)C (E)-1-(2-ethyl-4-(1-(((3-methyl-4-(5-fluoropyrazin-2-yl)-benzyl)oxy)imino)ethyl)benzyl)piperidine-3-carboxylic acid